(3aR,5R,7R,7aR)-5-(4-fluorophenyl)-1,3,3,5,7-pentamethyloctahydrobenzo[c]isoxazole FC1=CC=C(C=C1)[C@]1(C[C@@H]2[C@H](N(OC2(C)C)C)[C@@H](C1)C)C